C(C)[C@@H]1N(C2=CC=C(C=C2CC1)CC)S(=O)(=O)C=1C=CC(=C(CO)C1)OCC1CCOCC1 (S)-5-((2,6-diethyl-3,4-dihydroquinolin-1(2H)-yl)sulfonyl)-2-((tetrahydro-2H-pyran-4-yl)methoxy)benzyl alcohol